O1CCC(CC1)OC1=C2C(=NC=NC2=CC(=C1)N1CC(N(CC1)C)(C)C)NC1=CC2=C(N=CS2)C=C1 N-(5-((tetrahydro-2H-pyran-4-yl)oxy)-7-(3,3,4-trimethylpiperazin-1-yl)quinazolin-4-yl)benzo[d]thiazol-6-amine